C1(=CC=CC=C1)C=1C(=C(C2=C(OC3=C2C=CC=C3)C1)C1=CC=CC=C1)C1=NC3=C(C(=C1C)C)C=1C=CC=CC1C3 phenyl-(dimethylindenopyridineyl)(phenyldibenzofuran)